FC1(C[C@H](N(C1)C(=O)OC(C)(C)C)C(=O)OC)F O1-tert-butyl O2-methyl (2S)-4,4-difluoropyrrolidine-1,2-dicarboxylate